NC=1C(=NC=C(N1)N1CCC(CC1)(C)CNC(=O)OC(C)(C)C)SC=1C(=C(C(=O)O)C=CC1)Cl 3-((3-amino-5-(4-(((tert-butoxycarbonyl)amino)methyl)-4-methylpiperidin-1-yl)pyrazin-2-yl)thio)-2-chlorobenzoic acid